(R)-2-((R)-2-amino-3-(phenylsulfanyl)propyl)pyrrolidine-1-carboxylic acid tert-butyl ester C(C)(C)(C)OC(=O)N1[C@H](CCC1)C[C@H](CSC1=CC=CC=C1)N